C([C@@H](O)C)(=O)[O-].[Zn+2].C([C@@H](O)C)(=O)[O-] zinc L-lactate